ClC=1C=C2C(C=CN(C2=NC1N1CC2=NC=CC=C2C1)CC1CCC1)=O 6-chloro-1-(cyclobutylmethyl)-4-oxo-7-{5H,6H,7H-pyrrolo[3,4-b]pyridin-6-yl}-1,4-dihydro-1,8-naphthyridine